CN1[C@@H](CCC1)COC1=NN2C(C(=N1)N1C[C@@H](NCC1)CC#N)=NC=C2CC2=CC=CC1=CC=CC=C21 ((S)-4-(2-(((S)-1-methylpyrrolidin-2-yl)methoxy)-7-(naphthalen-1-ylmethyl)imidazo[2,1-F][1,2,4]triazin-4-yl)piperazin-2-yl)acetonitrile